CNC=1N(C=CN1)CN1C(C2=CC=CC(=C2C2(C1)CC2)CN2CCN(CC2)CC(F)(F)F)=O ((2-(methyl-amino)-1H-imidazol-1-yl)methyl)-5'-((4-(2,2,2-trifluoroethyl)-piperazin-1-yl)meth-yl)-2',3'-dihydro-1'H-spiro[cyclopropan-1,4'-isoquinoline]-1'-one